FC=1C=C(C=CC1CN1CC2(C1)CN(C2)C(C)C)C=2C=C(C1=C(N(C(=N1)C1=CC=C(C=C1)S(=O)(=O)C)C)C2)C 6-(3-Fluoro-4-((6-isopropyl-2,6-diazaspiro[3.3]heptan-2-yl)methyl)phenyl)-1,4-dimethyl-2-(4-(methylsulfonyl)phenyl)-1H-benzo[d]imidazol